(1S,2S)-N-(6-(5-chloro-6-fluoro-7-(1,1,1-trifluoropropan-2-yl)-1H-indazol-4-yl)imidazo[1,2-a]pyrazin-2-yl)-2-fluorocyclopropane-1-carboxamide ClC=1C(=C2C=NNC2=C(C1F)C(C(F)(F)F)C)C=1N=CC=2N(C1)C=C(N2)NC(=O)[C@H]2[C@H](C2)F